NC1=CC=C2C(N(C=NC2=C1)CC1(CCN(CC1)C(=O)OC(C)(C)C)O)=O tert-butyl 4-((7-amino-4-oxoquinazolin-3(4H)-yl)methyl)-4-hydroxypiperidine-1-carboxylate